4-[6-[(E)-but-2-enyl]-7-oxo-1H-pyrrolo[2,3-c]pyridin-4-yl]-2-fluorobenzamide C(\C=C\C)N1C(C2=C(C(=C1)C1=CC(=C(C(=O)N)C=C1)F)C=CN2)=O